ClC=1C=C(C=CC1)C1CC(C(N(C1C1=CC=C(C=C1)Cl)[C@H](CS(=O)(=O)C(C)C)C(C)C)=O)C 5-(3-chlorophenyl)-6-(4-chlorophenyl)-1-((S)-1-(isopropylsulfonyl)-3-methylbutan-2-yl)-3-methylpiperidin-2-one